OC=1C2=C(NC(C1)=O)N(N=C2)C 4-hydroxy-1-methyl-1H-pyrazolo[3,4-b]pyridin-6(7H)-one